sodium N-dodecyl-β-alanine C(CCCCCCCCCCC)NCCC(=O)O.[Na]